C(=O)C1=C(OCC(=O)OC)C=C(C=C1OCC1=CC=C(C=C1)OC)C methyl 2-(2-formyl-3-((4-methoxybenzyl)oxy)-5-methylphenoxy)acetate